2-methoxy-5-(trimethylsilyl)aniline COC1=C(N)C=C(C=C1)[Si](C)(C)C